3-chloro-5-(chloromethyl)benzoic acid methyl ester COC(C1=CC(=CC(=C1)CCl)Cl)=O